S1C(=CC=C1)CN thiophen-2-ylmethanamine